N-(4-methoxy-2-((S)-3-morpholinopyrrolidine-1-yl)-5-((6-((R)-3-(3-(trifluoromethyl)phenyl)isoxazolidine-2-yl)pyrimidine-4-yl)amino)phenyl)acrylamide COC1=CC(=C(C=C1NC1=NC=NC(=C1)N1OCC[C@@H]1C1=CC(=CC=C1)C(F)(F)F)NC(C=C)=O)N1C[C@H](CC1)N1CCOCC1